C(C)(=O)N[C@H](C(=O)OCC=C)CCC(C=[N+]=[N-])=O allyl (S)-2-acetamido-6-diazo-5-oxohexanoate